2-(2,6-Difluorophenyl)-4-(4-((dodecyldisulfaneyl)methyl)phenyl)-4,5-dihydrooxazole FC1=C(C(=CC=C1)F)C=1OCC(N1)C1=CC=C(C=C1)CSSCCCCCCCCCCCC